(3-(2-fluoroethoxy)quinolin-6-yl)methanone FCCOC=1C=NC2=CC=C(C=C2C1)C=O